2-({2-[(4-chloro-2-fluorophenyl)methoxy]-3-methyl-5,6,7,8-tetrahydro-1,7-naphthyridin-7-yl}methyl)-4-fluoro-1-{[(2S)-oxetan-2-yl]methyl}-1H-1,3-benzodiazole-6-carboxylic acid ClC1=CC(=C(C=C1)COC1=NC=2CN(CCC2C=C1C)CC1=NC2=C(N1C[C@H]1OCC1)C=C(C=C2F)C(=O)O)F